1-(3-(3-cyanoquinoxaline-6-carbonyl)-4-fluorophenyl)-3-(3-fluorophenyl)urea C(#N)C=1C=NC2=CC=C(C=C2N1)C(=O)C=1C=C(C=CC1F)NC(=O)NC1=CC(=CC=C1)F